C(=O)(O)CCCCCCCCCCCCCCCCCOO[C@H]1[C@H](O)[C@@H](O)[C@H](O)[C@H](O1)C(=O)O 1-O-[(17-carboxyheptadecyl)oxy]beta-D-glucopyranosuronic acid